3,4-Dichlorophenyl 3-[4-(2-aminothiazol-4-yl)-1H-1,2,3-triazol-1-yl]-3-deoxy-2-O-ethyl-1-thio-α-D-galactopyranoside NC=1SC=C(N1)C=1N=NN(C1)[C@@H]1[C@H]([C@@H](SC2=CC(=C(C=C2)Cl)Cl)O[C@@H]([C@@H]1O)CO)OCC